7-fluoro-6-(1'-isobutyl-[1,4'-bipiperidin]-4-yl)-2-(4-(methylsulfonyl)phenyl)-1H-benzo[d]imidazole FC1=C(C=CC2=C1NC(=N2)C2=CC=C(C=C2)S(=O)(=O)C)C2CCN(CC2)C2CCN(CC2)CC(C)C